ON[C@@H](CCCNC(N)=N)C(=O)O N-Hydroxy-L-arginin